4-((3-(2-(dipropylamino)ethyl)-1H-indol-7-yl)oxy)-4-oxobutyric acid C(CC)N(CCC1=CNC2=C(C=CC=C12)OC(CCC(=O)O)=O)CCC